Boc-glycyl-proline 3-piperazinecarboxylate N1CC(NCC1)C(=O)O.C(=O)(OC(C)(C)C)NCC(=O)N1[C@@H](CCC1)C(=O)O